NC1=NC(=NC=C1CNC=O)C N-((4-amino-2-methylpyrimidin-5-yl)methyl)carboxamide